N1C=CC2=CC(=CC=C12)S(=O)(=O)N1C=C(C=C1)C(=O)NC1=CC(=CC=C1)C(C)CC 1-((1H-indol-5-yl)sulfonyl)-N-(3-(sec-butyl)phenyl)-1H-pyrrole-3-carboxamide